FC(OC1=CC=CC(=N1)N1N=CC2=CC(=CC=C12)C(=O)N[C@H]1[C@H]2CC[C@@H](C1)N2CC2=CC=C(C=C2)OC)F 1-(6-(difluoromethoxy)pyridin-2-yl)-N-((1R,2R,4S)-7-(4-methoxybenzyl)-7-azabicyclo[2.2.1]heptan-2-yl)-1H-indazole-5-carboxamide